(3aR,7aR)-5-benzyl-3a-hydroxyoctahydro-1H-pyrrolo[3,4-c]pyridin-1-one C(C1=CC=CC=C1)N1C[C@]2([C@@H](CC1)C(NC2)=O)O